NC1=C2C(=NC=N1)N(N=C2C2=CC(=C(C=C2)NC(=O)NC2=NOC(=C2)C(C)(C)C)OC)[C@@H]2CC[C@H](CC2)N2CCN(CC2)C 1-(4-(4-amino-1-((trans)-4-(4-methylpiperazin-1-yl)cyclohexyl)-1H-pyrazolo[3,4-d]pyrimidin-3-yl)-2-methoxyphenyl)-3-(5-(tert-butyl)isoxazol-3-yl)urea